C(C1=CC=CC=C1)N1CCN(CCCN(CCC1)C=1C(=C(C(=O)N)C=C(C1)C)O)C=1C(=C(C(=O)N)C=C(C1)C)O (4-benzyl-1,4,8-triazacycloundecane-1,8-diyl)bis(2-hydroxy-5-methylbenzamide)